C(C)[C@@H]1N(C[C@H](N(C1)C1=CC(=CC=C1)C(F)(F)F)CC)C=1C2=C(N(C(N1)=O)C)C=CC(=N2)C#N 4-((2s,5r)-2,5-diethyl-4-(3-(trifluoromethyl)phenyl)piperazin-1-yl)-1-methyl-2-oxo-1,2-dihydropyrido[3,2-d]pyrimidine-6-carbonitrile